1-((2R,3R,4S,5R)-3,4-dihydroxy-5-(hydroxymethyl)tetrahydro-furan-2-yl)-5-hydroxy-1H-imidazole-4-carboxamide O[C@H]1[C@@H](O[C@@H]([C@H]1O)CO)N1C=NC(=C1O)C(=O)N